C(C)(C)(C)OC(NCC1=NC(=C(C=C1)C1=CC=CC=C1)C)=O ((6-methyl-5-phenylpyridin-2-yl)methyl)carbamic acid tert-butyl ester